S(=O)(=O)(O)C1=CC=C(C)C=C1.C(CC)(=O)N propionamide tosylate